ClC1=CC=C(C[C@H]2CO[C@H](CN2C2CCC(CC2)C2=NN(C(=C2)C)C)CC(=O)OC)C=C1 Methyl 2-((2S,5S)-5-(4-chlorobenzyl)-4-(4-(1,5-dimethyl-1H-pyrazol-3-yl)cyclohexyl)morpholin-2-yl)acetat